methyl m-methylphenylacetate CC=1C=C(C=CC1)CC(=O)OC